CC(C(=O)O)CCCC=O 2-methyl-6-oxohexanoic acid